3-(6-(6-(hydroxymethyl)-2-azaspiro[3.3]heptan-2-yl)pyridin-3-yl)piperidine-2,6-dione OCC1CC2(CN(C2)C2=CC=C(C=N2)C2C(NC(CC2)=O)=O)C1